BrC=1C(=NC=C(C1N)\C=C\OCC)OC (E)-3-bromo-5-(2-ethoxyvinyl)-2-methoxypyridin-4-amine